cyclohexyl(3,5-bis(trifluoromethyl)phenyl)urea C1(CCCCC1)N(C(=O)N)C1=CC(=CC(=C1)C(F)(F)F)C(F)(F)F